2,2-dimethyl-1-[(3S)-3-[4-(trifluoromethyl)-1,3-thiazol-2-yl]-1,2-oxazolidin-2-yl]propan-1-one CC(C(=O)N1OCC[C@H]1C=1SC=C(N1)C(F)(F)F)(C)C